p-toluenediazonium fluoroborate [B-](F)(F)(F)F.CC1=CC=C(C=C1)[N+]#N